3-(4-((4-azidobutyl)amino)-1-oxoisoindolin-2-yl)piperidine-2,6-dione N(=[N+]=[N-])CCCCNC1=C2CN(C(C2=CC=C1)=O)C1C(NC(CC1)=O)=O